(3S)-3-(5-{[(3S,4S)-1-{[8-fluoro-2-(morpholine-4-carbonyl)quinolin-6-yl]methyl}-4-(methoxymethyl)pyrrolidin-3-yl]oxy}-1-oxo-2,3-dihydro-1H-isoindol-2-yl)piperidine-2,6-dione FC=1C=C(C=C2C=CC(=NC12)C(=O)N1CCOCC1)CN1C[C@H]([C@@H](C1)COC)OC=1C=C2CN(C(C2=CC1)=O)[C@@H]1C(NC(CC1)=O)=O